O1CCOC2=C1C=CC(=C2)NS(=O)(=O)C2=C(C=C(C=C2)C=2C=NN(C2)C)C N-(2,3-dihydro-1,4-benzodioxin-6-yl)-2-methyl-4-(1-methylpyrazol-4-yl)benzenesulfonamide